[Cu].[Fe].[Mn].[Ni].[N+](=O)([O-])C1=CC(=NC=C1)NC(C=C)=O N-(4-nitropyridin-2-yl)prop-2-enamide nickel-manganese-iron-copper